3-(3-chloro-5-{[(1r,4r)-4-(trifluoromethyl)cyclohexyl]oxy}phenyl)-4-(trifluoromethyl)-1H-pyrrolo[3,2-c]pyridine ClC=1C=C(C=C(C1)OC1CCC(CC1)C(F)(F)F)C1=CNC2=C1C(=NC=C2)C(F)(F)F